tert-butyl (S)-(((tert-butoxycarbonyl)amino)(4,4-difluoro-2-(3-(4-(octyloxy)-3-(trifluoromethyl)phenyl)-1,2,4-oxadiazol-5-yl)pyrrolidin-1-yl)methylene)carbamate C(C)(C)(C)OC(=O)NC(N1[C@@H](CC(C1)(F)F)C1=NC(=NO1)C1=CC(=C(C=C1)OCCCCCCCC)C(F)(F)F)=NC(OC(C)(C)C)=O